FC=1C=C(C=C(C1)F)C1=NC(=NC(=N1)N1CCN(CC1)C)N1N=CC=C1 2-(3,5-Difluorophenyl)-4-(4-methylpiperazin-1-yl)-6-(1H-pyrazol-1-yl)-1,3,5-triazine